5-(Bicyclo[1.1.1]pentan-1-yl)-2-mercaptopyrimidin-6-one C12(CC(C1)C2)C2=CN=C(NC2=O)S